carboxyl-caprolactone C(=O)(O)C1C(=O)OCCCC1